5-bromo-2-(2,2-dimethyl-cyclopropylmethoxy)-pyridine BrC=1C=CC(=NC1)OCC1C(C1)(C)C